N1C(NCC1)=O 2-imidazolidinone